FC(OC=1C=C(C=CC1)CC(=O)NC1=CC=C(N=N1)N1CCC(CC1)CC1=NN=C(S1)NC(C)=O)(F)F N-(5-((1-(6-(2-(3-(trifluoromethoxy)phenyl)acetamido)pyridazin-3-yl)piperidin-4-yl)methyl)-1,3,4-thiadiazol-2-yl)acetamide